FC=1C(=C(C(=O)O)C=C(N1)NC1=NNC(=C1)C)F difluoro-6-((5-methyl-1H-pyrazol-3-yl)amino)isonicotinic acid